FC(C1=CC=C(C=C1)C=1C=2N(C=C(N1)CNS(=O)(=O)C)C=CN2)(F)F N-((8-(4-(trifluoromethyl)phenyl)imidazo[1,2-a]pyrazin-6-yl)methyl)methanesulfonamide